CN1C(C=2N=CC=3C=C4C(=CC3C2C1=O)OCO4)=O 2-methyl-1H-[1,3]dioxolo[4,5-g]pyrrolo[3,4-c]isoquinoline-1,3(2H)-dione